BrC=1C=C(C(=NC1)N)C1=CC=CC=C1 5-bromo-3-phenylpyridin-2-amine